tert-butyl 5-methyl-2-(2-methylpyrazol-3-yl)piperidine-1-carboxylate CC1CCC(N(C1)C(=O)OC(C)(C)C)C=1N(N=CC1)C